BrCC1=CC=CC=2C1=NOC2C(=O)OCC Ethyl 7-(bromomethyl)benzo[c]isoxazole-3-carboxylate